IC1=C(C(=O)O)C(=CC(=C1C(=O)O)I)I 2,4,6-triiodoisophthalic acid